4,6-dimethoxy-[1,1'-biphenyl]-2-carbaldehyde COC=1C=C(C(=C(C1)OC)C1=CC=CC=C1)C=O